C1(CC1)N1C(C(=CC2=CC(=CC=C12)NC1=NC(=NC=C1Cl)Cl)OCC(=O)NC)=O 2-([1-cyclopropyl-6-[(2,5-dichloropyrimidin-4-yl)amino]-2-oxoquinolin-3-yl]oxy)-N-methylacetamide